C(C1=CC=CC=C1)OC=1C(=CC=C2NCC(NC12)=O)Br 8-(benzyloxy)-7-bromo-3,4-dihydroquinoxalin-2(1H)-one